C1=CC=C(C=C1)N(C2=CC=CC=C2)C3=CC4=C(C=C3)C=C(C=C4)N(C5=CC=CC=C5)C6=CC=CC=C6 N2,N2,N6,N6-tetraphenylnaphthalene-2,6-diamine